C(N)(=O)C=1C(=C(C=CC1)NC1=CC(=NC=C1C(=O)NOC)NC(=O)C1CC1)OC 4-((3-carbamoyl-2-methoxyphenyl)amino)-6-(cyclopropanecarboxamido)-N-methoxynicotinamide